C(C1=CC=CC=C1)(=O)O[C@H]1O[C@H](C[C@@H]1OCCl)N1C(N=C(C=C1)NC(C1=CC=CC=C1)=O)=O ((2r,3s,5r)-5-(4-benzoylamino-2-oxopyrimidin-1(2H)-yl)-3-(chloromethoxy) tetrahydrofuran-2-yl) benzoate